(R)-7'-amino-2'-(3-(3,4-dihydroisoquinolin-2(1H)-yl)-2-hydroxypropyl)-2',3'-dihydro-1'H-spiro[cyclopropane-1,4'-isoquinolin]-1'-one NC1=CC=C2C3(CN(C(C2=C1)=O)C[C@@H](CN1CC2=CC=CC=C2CC1)O)CC3